(9R,13S)-13-amino-9-methyl-3-phenyl-3,4,7,15-tetraazatricyclo[12.3.1.02,6]Octadecan-1(18),2(6),4,14,16-pentaen-8-one N[C@H]1CCC[C@H](C(NC=2C=NN(C2C=2C=CN=C1C2)C2=CC=CC=C2)=O)C